C(CCC)C1=NC(=CC=C1)CCCC 2,6-dinormal butylpyridine